N1CCC(CC1)C(=O)OC(C)C Isopropyl piperidine-4-carboxylate